(3R)-1-(7-(3-chloro-2-cyclopropyl-5-(methoxymethoxy)phenyl)-6,8-difluoro-2-((tetrahydro-1H-pyrrolizin-7a(5H)-yl)methoxy)quinazolin-4-yl)-3-methylpiperidin-3-ol ClC=1C(=C(C=C(C1)OCOC)C1=C(C=C2C(=NC(=NC2=C1F)OCC12CCCN2CCC1)N1C[C@@](CCC1)(O)C)F)C1CC1